(R)-(3-Aminoazepan-1-yl)(2-(6-ethyl-6H-thieno[2,3-b]pyrrol-5-yl)-7-methoxy-1-methyl-1H-benzo[d]imidazol-5-yl)methanone N[C@H]1CN(CCCC1)C(=O)C1=CC2=C(N(C(=N2)C2=CC3=C(N2CC)SC=C3)C)C(=C1)OC